FC(C(C(C(F)(F)F)(F)F)(F)F)(S(=O)(=O)N)F perfluorobutyl-sulfonamide